tert-butyl 4-({2-[2,4-bis(benzyloxy)-5-(propan-2-yl)benzoyl]-2,3-dihydro-1H-isoindol-5-yl}methyl)piperazine-1-carboxylate C(C1=CC=CC=C1)OC1=C(C(=O)N2CC3=CC=C(C=C3C2)CN2CCN(CC2)C(=O)OC(C)(C)C)C=C(C(=C1)OCC1=CC=CC=C1)C(C)C